Cl.ClC1=C(C=C(C=C1)F)C1SCC2=C1C=CC=C2N 1-(2-Chloro-5-fluorophenyl)-1,3-dihydrobenzo[c]thiophen-4-amine hydrochloride